6-fluoro-1,3-dimethylindolin-2-one FC1=CC=C2C(C(N(C2=C1)C)=O)C